tert-Butyl 3-(5-(2-methoxypropan-2-yl)-7-(thiazol-2-yl)-4-(trifluoromethoxy)benzo[d]oxazol-2-yl)-3,6-diazabicyclo[3.1.1]heptane-6-carboxylate COC(C)(C)C=1C=C(C2=C(N=C(O2)N2CC3N(C(C2)C3)C(=O)OC(C)(C)C)C1OC(F)(F)F)C=1SC=CN1